N=1C=NN2C1C=C(C=C2)OC2=C(C=C(C=C2)NC2=NC=NC1=CC(=CC(=C21)O[C@@H]2C(CN(CC2)C)(F)F)OC)C (S)-N-(4-([1,2,4]triazolo[1,5-a]pyridin-7-yloxy)-3-methylphenyl)-5-((3,3-difluoro-1-methylpiperidin-4-yl)oxy)-7-methoxyquinazolin-4-amine